Methyl (4-nitrophenyl)(3-(pentadecyloxy)propyl) phosphate P(=O)(OC)(OCCC(OCCCCCCCCCCCCCCC)C1=CC=C(C=C1)[N+](=O)[O-])[O-]